FC1=C(C=CC(=C1)F)CN(C(=O)NCC1=CC=C(C=C1)[C@@H](CO)O)C1CCN(CC1)C 1-[(2,4-difluorophenyl)methyl]-3-({4-[(1S)-1,2-dihydroxyethyl]phenyl}methyl)-1-(1-methylpiperidin-4-yl)urea